(6-chloro-2-methyl-3-pyridyl)boronic acid ClC1=CC=C(C(=N1)C)B(O)O